tert-butyl trans-4-((4-(4-((2,6-dioxopiperidin-3-yl)amino)-2-fluorophenyl)piperidin-1-yl)methyl)cyclohexane-1-carboxylate O=C1NC(CCC1NC1=CC(=C(C=C1)C1CCN(CC1)C[C@@H]1CC[C@H](CC1)C(=O)OC(C)(C)C)F)=O